NC=1C(=NC(=C(N1)F)C1=CC(=C(C=C1)C1CCOCC1)CN1CCCC1)C=1C=C2CCNC(C2=CC1)=O 6-(3-amino-5-fluoro-6-(3-(pyrrolidin-1-ylmethyl)-4-(tetrahydro-2H-pyran-4-yl)phenyl)pyrazin-2-yl)-3,4-dihydroisoquinolin-1(2H)-one